[Na].[Na].S(=O)(=O)(O)C1=C(C=CC2=CC=C(C=C2)C2=CC=C(C=C2)C=CC2=C(C=CC=C2)S(=O)(=O)O)C=CC=C1 4,4'-Bis-(2-sulfostyryl)biphenyl disodium